1-(pyrrolidin-3-yl)piperidin N1CC(CC1)N1CCCCC1